OC1=C(C=C(C=C1Br)C(C)(C)C1=CC(=C(C(=C1)Br)O)Br)Br 2,2-bis(4-hydroxy-3,5-dibromophenyl)propane